C(#N)C=1C=C(C=CC1)C=1N=C(SC1C1=CC(=NC(=C1)C)C)NC(=O)N1CC2N(CC1)C(CC2)=O N-[4-(3-Cyanophenyl)-5-(2,6-dimethyl-4-pyridyl)thiazol-2-yl]-6-oxo-1,3,4,7,8,8a-hexahydropyrrolo[1,2-a]pyrazin-2-carboxamid